1-(2,6-difluorophenyl)-4-((4-(1-methyl-4-(trifluoromethyl)-1H-imidazol-2-yl)phenyl)amino)-1H-pyrazole-3-carboxamide FC1=C(C(=CC=C1)F)N1N=C(C(=C1)NC1=CC=C(C=C1)C=1N(C=C(N1)C(F)(F)F)C)C(=O)N